BrC=1C=CC(=NC1)OCCCN1CCCCC1 5-bromo-2-(3-(piperidin-1-yl)propoxy)pyridine